Sodium ((2R,3R,4R,5R,6S)-5-acetamido-6-(4-(3-(N-(6-benzamidohexyl)-hexanamido)propanamido)phenoxy)-3,4-dihydroxytetrahydro-2H-pyran-2-yl)methyl sulfate S(=O)(=O)(OC[C@H]1O[C@H]([C@@H]([C@H]([C@H]1O)O)NC(C)=O)OC1=CC=C(C=C1)NC(CCN(C(CCCCC)=O)CCCCCCNC(C1=CC=CC=C1)=O)=O)[O-].[Na+]